ClC=1C=C(C=C(C1)C(F)(F)F)C(\C=C(/F)\C1=CC(=C(C(=O)NNC2=NC=CC=N2)C=C1)C(F)(F)F)C(F)(F)F (Z)-4-(3-(3-chloro-5-(trifluoromethyl)phenyl)-1,4,4,4-tetrafluorobut-1-en-1-yl)-N'-(pyrimidin-2-yl)-2-(trifluoromethyl)benzoyl-hydrazine